(3R)-3-(2,3,5,7-tetramethylimidazo[1,2-a]pyrimidin-6-yl)oxypyrrolidine-1-carboxylate CC=1N=C2N(C(=C(C(=N2)C)O[C@H]2CN(CC2)C(=O)[O-])C)C1C